CC1(CCCCC1)OC(=O)C1=CC=C(C=C1)C1C2C=CC(C1)C2 5-(4-(1-methylcyclohexyloxycarbonyl)phenyl)-bicyclo[2.2.1]Hept-2-ene